COC(C1=C(C(=NC=C1)C1=CC=C(C=C1)F)F)=O 3-fluoro-2-(4-fluorophenyl)isonicotinic acid methyl ester